2,5-dimethylbenzene-1,4-dicarboxylic acid CC1=C(C=C(C(=C1)C(=O)O)C)C(=O)O